N-((2-(6-((cis)-2,6-dimethylmorpholino)pyridin-2-yl)-1,6-naphthyridin-7-yl)methyl)-3-(isopropylsulfonyl)-4,5-dimethylbenzamide C[C@@H]1O[C@@H](CN(C1)C1=CC=CC(=N1)C1=NC2=CC(=NC=C2C=C1)CNC(C1=CC(=C(C(=C1)C)C)S(=O)(=O)C(C)C)=O)C